6-(5-Amino-6-chloropyridin-2-yl)-N2,N4-bis((R)-1,1,1-trifluoropropan-2-yl)-1,3,5-Triazine-2,4-diamine NC=1C=CC(=NC1Cl)C1=NC(=NC(=N1)N[C@@H](C(F)(F)F)C)N[C@@H](C(F)(F)F)C